COC1=CC=C2C(C(NC2=C1)=O)=O 6-methoxyisatin